C(C)(C)(C)OC(N(C)CCOCCO)=O [2-(2-hydroxy-ethoxy)-ethyl]-methylcarbamic acid tert-butyl ester